5-Methyl-N-(3-(2-morpholinopropyl)-1,2,4-thiadiazol-5-yl)-4-(3-(trifluoromethoxy)phenyl)furan-2-carboxamide CC1=C(C=C(O1)C(=O)NC1=NC(=NS1)CC(C)N1CCOCC1)C1=CC(=CC=C1)OC(F)(F)F